N-(2-(4-amino-3-(4-phenoxyphenyl)-1H-pyrazolo[3,4-d]pyrimidin-1-yl)propyl)-N-methyl-3-(4-nitrophenyl)acrylamide NC1=C2C(=NC=N1)N(N=C2C2=CC=C(C=C2)OC2=CC=CC=C2)C(CN(C(C=CC2=CC=C(C=C2)[N+](=O)[O-])=O)C)C